C(#N)C1=C(C2=CC(=CC=C2C=C1)C=1C=NC=CC1)NCC(C(=O)N)=C 2-({[2-cyano-7-(pyridin-3-yl)naphthalen-1-yl]amino}methyl)prop-2-enamide